3-chloro-5-(1-(p-tolyl)cyclopropyl)pyridazine Methyl-(2S,4R)-4-[tert-butyl(diphenyl)silyl]oxy-1-methyl-pyrrolidine-2-carboxylate COC(=O)[C@H]1N(C[C@@H](C1)O[Si](C1=CC=CC=C1)(C1=CC=CC=C1)C(C)(C)C)C.ClC=1N=NC=C(C1)C1(CC1)C1=CC=C(C=C1)C